BrC=1C=C2C(C3CC=C4C(C3C(C2=CC1)=O)C4)=O 6-bromo-1,4,4a,9a-tetrahydromethanoanthraquinone